ethyl 2-chloro-5-methoxy-1-methyl-6-oxo-1,6-dihydropyrimidine-4-carboxylate ClC=1N(C(C(=C(N1)C(=O)OCC)OC)=O)C